C(CCC)C1=C(C=CC(=C1)CCCC)O 2,4-di-n-butylphenol